NC1=NC=NN2C1=CC=C2C2(OC(C1OC(OC12)(C)C)CO)C#N 4-(4-aminopyrrolo[2,1-f][1,2,4]triazin-7-yl)-6-(hydroxymethyl)-2,2-dimethyltetrahydrofuro[3,4-d][1,3]dioxole-4-carbonitrile